(2-((2R,5S)-2-(2-(1-(dimethylamino)propan-2-yl)benzo[d]thiazol-5-yl)-5-methylpiperidin-1-yl)-2-oxoacetamido)-2-methoxynicotinamide CN(CC(C)C=1SC2=C(N1)C=C(C=C2)[C@@H]2N(C[C@H](CC2)C)C(C(=O)NC2=NC(=C(C(=O)N)C=C2)OC)=O)C